7-bromospiro[chromane-3,1'-cyclopropane] BrC1=CC=C2CC3(CC3)COC2=C1